1,3-pentanediol diisocyanate [N-]=C=O.[N-]=C=O.C(CC(CC)O)O